C(N)(=N)C=1C=CC2=C(NC(=N2)C2=CC=C(C(=O)N3[C@@H](CCC3)C(=O)N3[C@@H](CCC3)C(=O)NC3=CC=C(C=C3)C3=NC4=C(N3)C=C(C=C4)C(N)=N)C=C2)C1 (S)-1-((4-(6-carbamimidoyl-1H-benzo[d]imidazol-2-yl)benzoyl)-L-prolyl)-N-(4-(6-carbamimidoyl-1H-benzo[d]imidazol-2-yl)phenyl)pyrrolidine-2-carboxamide